2-(6-nitro-4-(thiazol-4-yl)-1H-benzo[d]imidazole-1-yl)ethan-1-ol [N+](=O)([O-])C=1C=C(C2=C(N(C=N2)CCO)C1)C=1N=CSC1